SC(CS)CCC 1,2-dimercaptoethyl-propane